CCC(CC)NC(=O)C1=NNC(=C1)C=1C=C(C=CC1)C=1OC(=CN1)C(=O)NCC1OCCCC1 2-(3-(3-(Pentan-3-Ylcarbamoyl)-1H-Pyrazol-5-Yl)Phenyl)-N-((Tetrahydro-2H-Pyran-2-Yl)Methyl)Oxazole-5-Carboxamide